(R)-N-(1-(1-(2,4-bis(trifluoromethyl)phenyl)ethyl)-1H-pyrazol-4-yl)pyrazine-2-carboxamide FC(C1=C(C=CC(=C1)C(F)(F)F)[C@@H](C)N1N=CC(=C1)NC(=O)C1=NC=CN=C1)(F)F